The molecule is an organic heterotricyclic compound that is N,1,4,4-tetramethyl-4,5-dihydro-1H-pyrazolo[4,3-h]quinazoline-3-carboxamide substituted by a [2-methyl-4-(4-methylpiperazin-1-yl)phenyl]nitrilo group at position 8. It is an organic heterotricyclic compound, a N-methylpiperazine, an aminotoluene, a secondary carboxamide, a secondary amino compound and a tertiary amino compound. CC1=C(C=CC(=C1)N2CCN(CC2)C)NC3=NC=C4CC(C5=C(C4=N3)N(N=C5C(=O)NC)C)(C)C